[Cl-].[Cl-].C1(=CC=CC=C1)P(CCCP(C1=CC=CC=C1)C1=CC=CC=C1)C1=CC=CC=C1 1,3-bis(diphenylphosphino)propane dichloride